FC1=C(C=CC(=C1)F)C(CCC=O)(CN1N=CN=C1)O 4-(2,4-difluorophenyl)-4-hydroxy-5-(1H-1,2,4-triazol-1-yl)pentanal